S(=O)(=O)(O)[O-].CS(=O)(=O)O[NH3+] O-(methanesulfonyl)-hydroxylammonium hydrogensulfate